Trifluoromethanesulfonic acid aluminium [Al].FC(S(=O)(=O)O)(F)F